ClC1=NC=C(C=C1NS(=O)(=O)C1=C(C=CC=C1F)F)C=1C=C2C(=NC=NC2=CC1)N1CCC2(CN(C2)C(\C=C\C(C)=O)=O)CC1 (E)-N-(2-chloro-5-(4-(2-(4-oxopent-2-enoyl)-2,7-diazaspiro[3.5]nonan-7-yl)quinazolin-6-yl)pyridin-3-yl)-2,6-difluorobenzenesulfonamide